O1CCC(CC1)CN1CCC2(CCN(C2)S(=O)(=O)C=2C=CC(=NC2)N2C(OCC2)=O)CC1 3-(5-((8-((Tetrahydro-2H-pyran-4-yl)methyl)-2,8-diazaspiro[4.5]decan-2-yl)sulfonyl)pyridin-2-yl)oxazolidin-2-one